C(C)(C)OC(=O)C1(CC(=NO1)C1=CC(=CC(=C1)F)F)C(C)O isopropyl-3-(3,5-difluorophenyl)-5-(1-hydroxyethyl)-4H-isoxazole-5-carboxylate